2-(4-(3,8-diazabicyclo-[3.2.1]octan-3-yl)-6-chloro-8-fluoro-2-((tetrahydro-1H-pyrrolizin-7a(5H)-yl)meth-oxy)quinazolin-7-yl)-6-chloroaniline C12CN(CC(CC1)N2)C2=NC(=NC1=C(C(=C(C=C21)Cl)C2=C(N)C(=CC=C2)Cl)F)OCC21CCCN1CCC2